(5-Bromo-4,6-dimethoxypyrimidin-2-yl)-bis(4-methoxy-benzyl)-amine BrC=1C(=NC(=NC1OC)N(CC1=CC=C(C=C1)OC)CC1=CC=C(C=C1)OC)OC